(5's)-5'-methyl-7-oxo-7H-spiro[furo[3,4-b]pyridine-5,3'-pyrrolidine]-1'-carboxylic acid tert-butyl ester C(C)(C)(C)OC(=O)N1CC2(C[C@@H]1C)OC(C1=NC=CC=C12)=O